C(C1=CC=CC=C1)OC1=C(C(=O)N2CC3=C(C=CC=C3CC2)N(C2CN(C2)C(C)=O)C)C(=CC(=C1)OCOC)OCOC 1-(3-((2-(2-(Benzyloxy)-4,6-bis(methoxymethoxy)benzoyl)-1,2,3,4-tetrahydroisoquinolin-8-yl)(methyl)amino)azetidin-1-yl)ethan-1-one